calcium-silicon hydrate O.[Si].[Ca]